FC=1C(=C(C=C(C1)F)C1CCN(CC1)C(=O)C1=NNC2=C1CN(CC2)C(=O)OC(C)(C)C)C(F)(F)F tert-butyl 3-(4-(3,5-difluoro-2-(trifluoromethyl)phenyl)piperidine-1-carbonyl)-1,4,6,7-tetrahydro-5H-pyrazolo[4,3-c]pyridine-5-carboxylate